(5-(((4-methoxybenzyl)oxy)methyl)-2,2-dimethyl-1,3-dioxane-5-yl)methyl-methanesulfonic acid COC1=CC=C(COCC2(COC(OC2)(C)C)CCS(=O)(=O)O)C=C1